ClC1=CC2=C(N(C(C(N2C)=O)=O)C2CCN(CC2)C2=NN=C(S2)C(=O)OCC)N=C1 Ethyl 5-(4-(7-chloro-1-methyl-2,3-dioxo-2,3-dihydropyrido[2,3-b]pyrazin-4(1H)-yl) piperidin-1-yl)-1,3,4-thiadiazole-2-carboxylate